ClN1C(=O)N(C(=O)C1(CC)C)Br 1-chloro-3-bromo-methylethylhydantoin